N-(1-propylpiperidin-4-yl)-4-(2,2,2-trifluoroethyl)-1H-pyrazole-3-carboxamide C(CC)N1CCC(CC1)NC(=O)C1=NNC=C1CC(F)(F)F